FC1=C(C=C(C(=C1)N1C[C@@H](N([C@@H](C1)C)C)C)NC(=O)C1=CNC(C=C1C(F)(F)F)=O)C1=CC(=C(C(=C1)F)C(=O)O)F 2',3,5-trifluoro-5'-(6-oxo-4-(trifluoromethyl)-1,6-dihydropyridine-3-carboxamido)-4'-((3S,5R)-3,4,5-trimethylpiperazin-1-yl)-[1,1'-biphenyl]-4-Carboxylic acid